[5-fluoro-3-methyl-2-OXO-3-[(3R)-3-[(3,5-difluoro-4-hydroxy-benzoyl)amino]-1-piperidyl]indolin-7-yl]carbamate FC=1C=C2C(C(NC2=C(C1)NC([O-])=O)=O)(N1C[C@@H](CCC1)NC(C1=CC(=C(C(=C1)F)O)F)=O)C